C(C)OC(=O)C1=NNC(=C1C(=O)OCC)N 5-amino-1H-pyrazole-3,4-dicarboxylic acid diethyl ester